2-{3-[3-(tert-butylamino)pyrrolidin-1-yl]-1,2,4-triazin-6-yl}-5-[1-(2H3)methyl-1H-pyrazol-4-yl]pyridin-3-ol diformate C(=O)O.C(=O)O.C(C)(C)(C)NC1CN(CC1)C=1N=NC(=CN1)C1=NC=C(C=C1O)C=1C=NN(C1)C([2H])([2H])[2H]